NC1=CC=C(C(=O)NC2=CC=C(OC3C4C5=C(C3CC4)C=C(C=C5)OC5=CC=C(C=C5)NC(C5=CC=C(C=C5)N)=O)C=C2)C=C1 3,6-bis(4-(4-aminobenzoylamino)phenoxy)benzonorbornane